(R)-8-fluoro-2-(tetrahydrofuran-3-yl)-6-vinylquinoline FC=1C=C(C=C2C=CC(=NC12)[C@@H]1COCC1)C=C